BrC1=CC(=CC(=N1)N)OC 6-bromo-4-methoxypyridin-2-amine